C(=CC)N1C[C@@H](CCC1)N1N=C(C=2C1=NC=NC2N)C2=CC=C(C1=C2OCO1)NC(C1=CC=C(C=C1)OC)=O (R)-N-(7-(1-(1-propenylpiperidin-3-yl)-4-amino-1H-pyrazolo[3,4-d]pyrimidin-3-yl)benzo[d][1,3]dioxol-4-yl)-4-methoxybenzamide